C(C1=CC=CC=C1)C1CCN(CC1)C1=CC2=C(C(C=3C(=CC4=C(OCO4)C3)OC2)=O)C=C1F 8-(4-benzylpiperidin-1-yl)-9-fluoro[2]benzoxepino[3,4-f]-1,3-benzodioxol-11(6H)-one